FC1=C(C(=O)N2CCN(CC2)C(CN2CCN(CC2)CC23OCC(CC2)(CC3)NC(OC(C)(C)C)=O)=O)C=C(C=C1)CC1=NNC(C3=CC=CC=C13)=O tert-butyl N-[1-[[4-[2-[4-[2-fluoro-5-[(4-oxo-3H-phthalazin-1-yl)methyl]benzoyl] piperazin-1-yl]-2-oxoethyl] piperazin-1-yl]methyl]-2-oxabicyclo[2.2.2]octan-4-yl]carbamate